2,3-butenediol C=C(C(C)O)O